N-[3-(triethoxysilyl)propyl]butylamine C(C)O[Si](CCCNCCCC)(OCC)OCC